C(C)(C)(C)NC1CCN(CC1)C1=CC=C(C2=C1C=C(O2)C)C(=O)NC=2C=C(C=1N(C2)C=C(N1)C)F 4-[4-(tert-butylamino)piperidin-1-yl]-N-[8-fluoro-2-methylimidazo[1,2-a]pyridin-6-yl]-2-methyl-1-benzofuran-7-carboxamide